C[C@](N)(CC1=CC=C(C=C1)O)C(=O)O |r| ALPHA-METHYL-DL-TYROSIN